1-(Diethylamino)-1-oxopropan-2-yl (2S)-2-amino-3-(3-{[3-(3-fluorophenoxy)-3-phenylazetidin-1-yl]sulfonyl}phenyl)propanoate monohydrochloride Cl.N[C@H](C(=O)OC(C(=O)N(CC)CC)C)CC1=CC(=CC=C1)S(=O)(=O)N1CC(C1)(C1=CC=CC=C1)OC1=CC(=CC=C1)F